4-(morpholinosulfonyl)aniline O1CCN(CC1)S(=O)(=O)C1=CC=C(N)C=C1